2-[(5-fluoro-3,4-dihydro-1H-isoquinolin-2-yl)methyl]-6-methoxy-3H-quinazolin FC1=C2CCN(CC2=CC=C1)CC1N=C2C=CC(=CC2=CN1)OC